ClC=1C(=NC(=NC1)NC1=CC(=C(C=C1OC(C)C)C1CCN(CC1)CCCNC1=C2CN(CC2=CC=C1)C1C(NC(CC1)=O)=O)C)NC1=C(C=CC=C1)S(=O)(=O)C(C)C 4-((3-(4-(4-((5-chloro-4-((2-(isopropylsulfonyl)phenyl)amino)pyrimidin-2-yl)amino)-5-isopropoxy-2-methylphenyl)piperidin-1-yl)propyl)amino)-2-(2,6-dioxopiperidin-3-yl)isoindoline